NC1=CC=C(C=C1)CC(=O)N(C)C (4-aminophenyl)-N,N-dimethylacetamide